(5-(1-Methyl-1H-pyrazol-4-yl)-1,1-dioxobenzo[b]thiophen-3-yl)(4-phenoxypiperidin-1-yl)methanone CN1N=CC(=C1)C1=CC2=C(S(C=C2C(=O)N2CCC(CC2)OC2=CC=CC=C2)(=O)=O)C=C1